benzyloxy-2,4-dichloro-6-methyl-spiro[5,8-dihydropyrido[4,3-d]pyrimidine-7,1'-tetrahydronaphthalene] C(C1=CC=CC=C1)OC1C2(C3=CC=CC=C3CC1)CC=1N=C(N=C(C1CN2C)Cl)Cl